C(C)OC1=CN=CC(=N1)C=1C=CC(=NC1)NC(C(C)(C=1N=C(SC1)NS(=O)(=O)CC(C)C)C)=O N-(5-(6-ethoxypyrazin-2-yl)pyridin-2-yl)-2-methyl-2-(2-((2-methylpropyl)sulfonamido)thiazol-4-yl)propanamide